1-((2S,4S)-2-((6-chloro-1H-pyrazolo[3,4-d]pyrimidin-1-yl)methyl)-4-hydroxypyrrolidin-1-yl)ethan-1-one ClC1=NC=C2C(=N1)N(N=C2)C[C@H]2N(C[C@H](C2)O)C(C)=O